racemic-tert-butylphosphine C(C)(C)(C)P